tritolyl-1,3,5-triaminobenzene C1(=C(C=CC=C1)C1=C(C(=C(C(=C1N)C1=C(C=CC=C1)C)N)C1=C(C=CC=C1)C)N)C